t-butyl ((6-bromopyridin-2-yl)sulfonyl)carbamate BrC1=CC=CC(=N1)S(=O)(=O)NC(OC(C)(C)C)=O